CC1=CN=C(C=C1C(=O)NC1(CC1)C1=CC(=NC2=CC=CC=C12)C=1C=NN(C1)C)N1C2CN(C(C1)CC2)C 5-methyl-N-(1-(2-(1-methyl-1H-pyrazol-4-yl)quinolin-4-yl)cyclopropyl)-2-(5-methyl-2,5-diazabicyclo[2.2.2]octan-2-yl)isonicotinamide